N-[3-[3-[4-(2-hydroxyethylamino)-4,5,6,7-tetrahydropyrazolo[1,5-a]pyridin-2-yl]-2-methyl-phenyl]-2-methyl-phenyl]-4-oxo-6,7-dihydro-5H-pyrazolo[1,5-a]pyridine-2-carboxamide OCCNC1C=2N(CCC1)N=C(C2)C=2C(=C(C=CC2)C=2C(=C(C=CC2)NC(=O)C2=NN1C(C(CCC1)=O)=C2)C)C